ClC1=CC(=C(C=2OC3(CCC(CC3)CN(C)C)OC21)C)C(=O)NCC=2C(NC(=CC2C)C)=O (2r,4'r)-4-chloro-N-[(4,6-dimethyl-2-oxo-1H-pyridin-3-yl)methyl]-4'-[(dimethylamino)methyl]-7-methylspiro[1,3-benzodioxole-2,1'-cyclohexane]-6-carboxamide